5-(1-methylpentyl)-4-hydroxy-2-methylbenzoic acid CC(CCCC)C=1C(=CC(=C(C(=O)O)C1)C)O